N-(2-fluoro-4-nitrophenyl)-2-(4-(p-tolyl)-1H-1,2,3-triazol-1-yl)acetamide FC1=C(C=CC(=C1)[N+](=O)[O-])NC(CN1N=NC(=C1)C1=CC=C(C=C1)C)=O